ClC=1C(=C(C(=CC1)C(F)F)C1=CN=C(C(=N1)C(=O)NC=1C=NN(C1)CC=1C(=NC(=NC1)N1C([C@H]2C[C@H]2C1)=O)C)C)F 6-(3-chloro-6-(difluoromethyl)-2-fluorophenyl)-3-methyl-N-(1-((4-methyl-2-((1S,5R)-2-oxo-3-azabicyclo[3.1.0]hex-3-yl)pyrimidin-5-yl)methyl)-1H-pyrazol-4-yl)pyrazine-2-carboxamide